2-tert-butoxycarbonyl-2-(2-methylthiazol-4-yl)-phenylaminosulfonic acid C(C)(C)(C)OC(=O)C1(C(C=CC=C1)NS(=O)(=O)O)C=1N=C(SC1)C